(3S)-3-amino-N-cyclopropyl-2-hydroxy-4-[(3S)-2-oxopiperidin-3-yl]Butyramide N[C@H](C(C(=O)NC1CC1)O)C[C@H]1C(NCCC1)=O